4-(5-(benzyloxy)-2-methylbenzofuran-3-carboxamido)-2-methylpiperidine-1-carboxylic acid tert-butyl ester C(C)(C)(C)OC(=O)N1C(CC(CC1)NC(=O)C1=C(OC2=C1C=C(C=C2)OCC2=CC=CC=C2)C)C